1-aminobutane-4-ol NCCCCO